C(C)(C)(C)OC(=O)N1CC=C(CC1)C1=CC=CC=2N(C(N(C21)C)=O)C2C(NC(CC2)=O)=O Tert-butyl-4-(1-(2,6-dioxopiperidin-3-yl)-3-methyl-2-oxo-2,3-dihydro-1H-benzo[d]imidazol-4-yl)-5,6-dihydropyridine-1(2H)-carboxylate